N-[(2S)-1-({(1S)-1-cyano-2-[(3S)-2-oxopyrrolidin-3-yl]ethyl}amino)-4,4-dimethyl-1-oxopentan-2-yl]-6-methoxy-1H-indole-2-carboxamide C(#N)[C@H](C[C@H]1C(NCC1)=O)NC([C@H](CC(C)(C)C)NC(=O)C=1NC2=CC(=CC=C2C1)OC)=O